tert-butyl (R)-3-(((tert-butyldimethylsilyl)oxy)methyl)-4-(2-fluoro-6-(methoxycarbonyl)pyridin-3-yl)piperazine-1-carboxylate [Si](C)(C)(C(C)(C)C)OC[C@H]1CN(CCN1C=1C(=NC(=CC1)C(=O)OC)F)C(=O)OC(C)(C)C